N-(2-(phenylselanyl)-6-(trifluoromethyl)phenethyl)picolinamide C1(=CC=CC=C1)[Se]C1=C(CCNC(C2=NC=CC=C2)=O)C(=CC=C1)C(F)(F)F